C=12C=3C=NN(CCOCC(NCCOC=4C=CC(NN1)=C2C4)=O)N3 8,14-dioxa-4,5,11,19,20,23-hexaazatetracyclo[13.5.2.12,5.018,21]tricosa-1(20),2(23),3,15(22),16,18(21)-hexaen-10-one